NCCOCCN beta-aminoethyl ether